3-fluoro-8-nitro-5H,5aH,6H,12H-Indolo[2,1-b]quinazolin-6-ol FC1=CC=C2CN3C(NC2=C1)C(C1=CC(=CC=C13)[N+](=O)[O-])O